CC1=C(N=C2N(C1=O)C=C(C=C2[C@@H](C)NC2=C(C(=O)O)C=CC=C2)C)N2CC1CC(CC(C2)C1(F)F)(F)F 2-(((1R)-1-(3,7-dimethyl-4-oxo-2-(7,7,9,9-tetrafluoro-3-azabicyclo[3.3.1]nonan-3-yl)-4H-pyrido[1,2-a]pyrimidin-9-yl)ethyl)amino)benzoic acid